ClC1=C(C(=O)O)C(=CC(=C1)C=1C2=C(C(N(C1)C)=O)NN=C2)OC 2-chloro-6-methoxy-4-(6-methyl-7-oxo-6,7-dihydro-1H-pyrazolo[3,4-c]pyridin-4-yl)benzoic acid